S(OC1=CC=C(C=C1)OCC1=C(C=C(C(=C1)N1N=CN=C1)F)F)(=O)(=O)F 4-((2,4-difluoro-5-(1H-1,2,4-triazol-1-yl)benzyl)oxy)phenyl sulfurofluoridate